CCCCCCCC(CC)C(=O)OC(C)(C)C Tert-butyl decan-8-carboxylate